C(C)(C)(C)OC(=O)NCC=1C=C(C=CC1)C1=CC(=CC=2C=C(OC21)COC)C(=O)OC methyl 7-(3-(((tert-butoxycarbonyl)amino)methyl)phenyl)-2-(methoxymethyl)benzofuran-5-carboxylate